Tert-Butyl 2-cyclobutylhydrazinecarboxylate C1(CCC1)NNC(=O)OC(C)(C)C